CN1N=CC=2C(=NC=CC21)N[C@H]2C[C@H](CCC2)NC2=CC=CC=1N2C=C(N1)C(F)(F)F (1R,3S)-N1-(1-methyl-1H-pyrazolo[4,3-C]pyridin-4-yl)-N3-(2-(trifluoromethyl)imidazo[1,2-A]pyridin-5-yl)cyclohexane-1,3-diamine